C(CCC)NC(=O)C1=CC=C(C=C1)S(=O)(=O)NC(C1=C(C=CC=C1)OC)=O N-[4-(N-butylcarbamoyl)phenylsulfonyl]-2-methoxybenzamide